ClCC=1C=CC(=C(C(=O)NC2(CC2)C2=CC=CC3=CC=CC=C23)C1)C 5-(chloromethyl)-2-methyl-N-(1-(naphthalen-1-yl)cyclopropyl)benzamide